O(C)C1=CC=C(CO)C=C1 p-methoxyl-benzyl alcohol